2-(7-(1H-imidazol-4-yl)-4-isopropyl-1-oxopyrrolo[1,2-d][1,2,4]triazin-2(1H)-yl)-N-(pyrimidin-4-yl)acetamide cyclopenta[b]pyridine-6-carboxylate N1=C2C(=CC=C1)CC(=C2)C(=O)O.N2C=NC(=C2)C=2C=C1N(C(=NN(C1=O)CC(=O)NC1=NC=NC=C1)C(C)C)C2